methyl 2-((4-(6-((4-chloro-2-fluorobenzyl) oxy) pyridin-2-yl) piperidin-1-yl) (cyclopropyl) methyl)-1-(((S)-oxetan-2-yl) methyl)-1H-benzo[d]imidazole-6-carboxylate ClC1=CC(=C(COC2=CC=CC(=N2)C2CCN(CC2)C(C2=NC3=C(N2C[C@H]2OCC2)C=C(C=C3)C(=O)OC)C3CC3)C=C1)F